tert-butyl ((R)-1-(3-(3-((1r,4R)-4-(6-(5-cyano-1H-pyrrolo[2,3-b]pyridin-1-yl)-4-(isopropylamino)nicotinamido)cyclohexane-1-carboxamido)-propoxy)propyl)pyrrolidin-3-yl)carbamate C(#N)C=1C=C2C(=NC1)N(C=C2)C2=NC=C(C(=O)NC1CCC(CC1)C(=O)NCCCOCCCN1C[C@@H](CC1)NC(OC(C)(C)C)=O)C(=C2)NC(C)C